1-(2-chloro-6-methylthieno[3,2-d]pyrimidin-4-yl)-N-(2-(imidazo[1,2-a]pyridin-3-yl)propan-2-yl)azetidine-3-carboxamide ClC=1N=C(C2=C(N1)C=C(S2)C)N2CC(C2)C(=O)NC(C)(C)C2=CN=C1N2C=CC=C1